4-(bis-(4-methoxyphenyl)amino)benzaldehyde COC1=CC=C(C=C1)N(C1=CC=C(C=O)C=C1)C1=CC=C(C=C1)OC